CC1=C(C(=CC(=C1)C)C)NS(=O)(=O)C=1C=C(C=CC1)CCCCCC(=O)O 6-{3-[(2,4,6-trimethylphenyl)sulfamoyl]phenyl}hexanoic acid